2-((2R,5s)-4-((R)-(4-cyanophenyl)(3-hydroxyphenyl)methyl)-2,5-dimethylpiperazin-1-yl)acetic acid C(#N)C1=CC=C(C=C1)[C@@H](N1C[C@H](N(C[C@@H]1C)CC(=O)O)C)C1=CC(=CC=C1)O